3-methyl-5H,6H,7H,8H-imidazo[1,5-a]pyrazin CC1=NC=C2N1CCNC2